(rac)-((3aS,9bR)-9b-((tert-butyldiphenylsilyl)methyl)-2,3,3a,4,5,9b-hexahydro-1H-1,3-methanocyclopenta[a]naphthalen-1-yl)(naphthalen-2-yl)methanone [Si](C1=CC=CC=C1)(C1=CC=CC=C1)(C(C)(C)C)C[C@]12[C@@H](CCC3=CC=CC=C13)C1CC2(C1)C(=O)C1=CC2=CC=CC=C2C=C1 |r|